COC1=NC(=NN2C1=C(C=C2)C=2C=C1C=CC=NC1=CC2)NC2CCC1(CN(C1)C(C)=O)CC2 1-(7-((4-methoxy-5-(quinolin-6-yl)pyrrolo[2,1-f][1,2,4]triazin-2-yl)amino)-2-azaspiro[3.5]nonan-2-yl)ethan-1-one